CC(CO)(C)O 2-methyl-propan-1,2-diol